N-((1-(3-((2,5-Difluorophenyl)amino)phenyl)-1H-1,2,3-triazol-4-yl)methyl)-2-(trifluoromethyl)pyridin-4-amine FC1=C(C=C(C=C1)F)NC=1C=C(C=CC1)N1N=NC(=C1)CNC1=CC(=NC=C1)C(F)(F)F